methyl (3s,6r)-1-(2-(2-chloro-4-fluorophenyl) acetyl)-6-methylpiperidine-3-carboxylate ClC1=C(C=CC(=C1)F)CC(=O)N1C[C@H](CC[C@H]1C)C(=O)OC